[C@H]12CNC[C@@H]2C1C(=O)N1CCNCC1 N-[(1R,5S)-3-Azabicyclo[3.1.0]Hexane-6-Carbonyl]Piperazine